[Na+].C1=C(C=CC2=CC3=CC=CC=C3C=C12)S(=O)(=O)[O-] 2-anthracenesulfonic acid sodium salt